4-(5-(5-ethoxy-4-(5-methyl-4-oxo-7-propyl-3,4-dihydroimidazo[5,1-f][1,2,4]triazin-2-yl)pyridin-2-yl)-8-oxo-6-thioxo-5,7-diazaspiro[3.4]octan-7-yl)-2-(trifluoromethyl)benzonitrile C(C)OC=1C(=CC(=NC1)N1C2(CCC2)C(N(C1=S)C1=CC(=C(C#N)C=C1)C(F)(F)F)=O)C1=NN2C(C(N1)=O)=C(N=C2CCC)C